NC1=NC=2C(=C3CCN(CC3=CC2)C(=O)OC(C)(C)C)N1CCCCCOC1=C(C=NN1C)C1=NC=CC(=C1)C(=O)O 2-[5-({5-[2-amino-7-(tert-butoxycarbonyl)-6H,8H,9H-imidazo[4,5-f]isoquinolin-1-yl]pentyl}oxy)-1-methylpyrazol-4-yl]pyridine-4-carboxylic acid